[Cl-].[Cl-].[Ti+2].C(C)(C)(C)C1=C(C=CC(=C1)C(C)(C)C)C1=NNC(C2=CC=CC=C12)=O.C(C)(C)(C)C1=C(C=CC(=C1)C(C)(C)C)C1=NNC(C2=CC=CC=C12)=O bis[4-(2,4-di-tert-butylphenyl)-2,3-naphthyridin-1-one] titanium dichloride